N-[(1S)-1-(4-tert-butylphenyl)ethyl]-2-(6,7-difluoro-1H-benzimidazol-1-yl)acetamide C(C)(C)(C)C1=CC=C(C=C1)[C@H](C)NC(CN1C=NC2=C1C(=C(C=C2)F)F)=O